ClC=1C=C(C=CC1F)NC(=O)[C@@H]1N(S(N[C@@H](C1)C1=NSC=C1)(=O)=O)C Cis-N-(3-chloro-4-fluorophenyl)-5-(isothiazol-3-yl)-2-methyl-1,2,6-thiadiazinane-3-carboxamide 1,1-dioxide